C[C@@H]1N(CCCC1)C(=O)O[C@H]1C[C@H](CC1)C1=CC(=NN1)NC(CC1=CC(=NO1)C)=O (1R,3S)-3-(3-{[(3-methyl-1,2-oxazol-5-yl)acetyl]amino}-1H-pyrazol-5-yl)cyclopentyl (2S)-2-methylpiperidine-1-carboxylate